CS(=O)(=O)OC1N(C[C@H]2[C@@H]1CCC2)C(=O)OC(C)(C)C t-butyl (3aR,5r,6aS)-((methylsulfonyl)oxy)hexahydrocyclopenta[c]pyrrole-2(1H)-carboxylate